FC1=CC=CC(=N1)C1=CC=CC=2N1N=CC2C(=O)N2CCCCC2 (7-(6-fluoropyridin-2-yl)pyrazolo[1,5-a]pyridin-3-yl)(piperidin-1-yl)methanone